N1CCC(=CC1)COC1=C2CCC(NC2=CC=C1)=O 5-[(1,2,3,6-tetrahydropyridin-4-yl)methoxy]-3,4-dihydroquinolin-2(1H)-one